(E)-N'-(1-(2-hydroxyphenyl)ethylidene)azetidine-1-carbothiohydrazide OC1=C(C=CC=C1)\C(\C)=N\NC(=S)N1CCC1